4,5-bis(mercaptomethyl)-o-xylene CC1=CC(=C(C=C1C)CS)CS